ClC=1C(=NC2=CC(=C(C=C2N1)F)F)C(=O)OCC ethyl 3-chloro-6,7-difluoroquinoxaline-2-carboxylate